C1(CC1)CC1=C(C(=NN1C=1SC=C(N1)C(=O)O)C1=CC(=C(C=C1)F)OCC1OCCC1)CC1=CC(=C(C=C1)S(N)(=O)=O)F 2-(5-(cyclopropylmethyl)-3-(4-fluoro-3-((tetrahydrofuran-2-yl)methoxy)phenyl)-4-(3-fluoro-4-sulfamoylbenzyl)-1H-pyrazol-1-yl)thiazole-4-carboxylic acid